The molecule is a 3beta-hydroxy-4alpha-formyl-4beta-methylsteroid that is 24-methylene-9beta-9,19-cyclolanostane-3beta,28-diol in which the hydroxy group at position 28 has been oxidised to give the corresponding aldehyde. It is a member of phytosterols, a pentacyclic triterpenoid, a 3beta-hydroxy-4alpha-formyl-4beta-methylsteroid and a lanostane sterol. It derives from a 24-methylene-9beta-9,19-cyclolanostane-3beta,28-diol. C[C@H](CCC(=C)C(C)C)[C@H]1CC[C@@]2([C@@]1(CC[C@]34[C@H]2CC[C@@H]5[C@]3(C4)CC[C@@H]([C@@]5(C)C=O)O)C)C